6-[2-Fluoro-3-(trifluoromethyl)phenyl]pyrazolo[4,3-b]pyridin FC1=C(C=CC=C1C(F)(F)F)C=1C=C2C(=NC1)C=NN2